4-(6-(1-(2,2-difluoroethyl)-4-(4-fluorophenyl)-1H-imidazol-5-yl)quinolin-3-yl)-2-methylbut-3-yn-2-ol FC(CN1C=NC(=C1C=1C=C2C=C(C=NC2=CC1)C#CC(C)(O)C)C1=CC=C(C=C1)F)F